ClC1=C(C=C(C=C1)NC(=O)NNC(=O)CNC(OC(C)(C)C)=O)F tert-butyl N-[([[(4-chloro-3-fluorophenyl)carbamoyl]amino]carbamoyl)methyl]carbamate